C(C)(C)[C@H]1CC[C@H](CC1)OC[C@@H]1N(CCC[C@@H]1C1=NNC=C1)C(CCCC#C)=O 1-((CIS)-2-((((CIS)-4-isopropylcyclohexyl)oxy)methyl)-3-(1H-pyrazol-3-yl)piperidin-1-yl)hex-5-yn-1-one